6-chloro-N-(5-fluoro-1,3-benzothiazol-6-yl)-1H-indole-3-sulfonamide ClC1=CC=C2C(=CNC2=C1)S(=O)(=O)NC1=CC2=C(N=CS2)C=C1F